FC1=C(C=CC=C1)NC(C1=CC=C(C=C1)C1=NOC(=N1)C(F)(F)F)=O N-(2-Fluorophenyl)-4-[5-(Trifluoromethyl)-1,2,4-Oxadiazol-3-Yl]Benzamide